(3S,4R)-3-fluoro-1-[4-({8-[3-(methanesulfonylmeth-yl)azetidin-1-yl]-5-methoxyisoquinolin-3-yl}amino)pyrimidin-2-yl]-3-methylpiperidin-4-ol F[C@]1(CN(CC[C@H]1O)C1=NC=CC(=N1)NC=1N=CC2=C(C=CC(=C2C1)OC)N1CC(C1)CS(=O)(=O)C)C